C1(CC1)C1=NC(=NC(=C1)C)NC(=O)N=[S@](=O)(N)C=1SC(=CN1)C(C)(C)O (R)-N'-((4-cyclopropyl-6-methylpyrimidin-2-yl)carbamoyl)-5-(2-hydroxypropan-2-yl)thiazole-2-sulfonimidamide